ClC=1C=C(OC2CCC(CC2)N2NC=CC=C2N2CCC(CC2)CN2CCC(CC2)C=2C(=C3CN(C(C3=CC2)=O)C2C(NC(CC2)=O)=O)F)C=CC1C#N N-((1r,4r)-4-(3-chloro-4-cyanophenoxy)cyclohexyl)-6-(4-((4-(2-(2,6-diOxopiperidin-3-yl)-4-fluoro-1-oxoisoindoline-5-yl)piperidin-1-yl)methyl)piperidin-1-yl)pyridazine